CN(C1=NC=C(C=N1)B1OC(C(O1)(C)C)(C)C)CC=1OC(=CC1)C N-methyl-N-((5-methylfuran-2-yl)methyl)-5-(4,4,5,5-tetramethyl-1,3,2-dioxaborolan-2-yl)pyrimidin-2-amine